3-Hydroxybutyl (2E)-3-(3,4-dihydroxyphenyl)prop-2-enoate OC=1C=C(C=CC1O)/C=C/C(=O)OCCC(C)O